CC1=NC(=NO1)C1=CC=C2C=CN=C(C2=C1)NC1CC(C1)C(=O)OC Methyl 3-[[7-(5-methyl-1,2,4-oxadiazol-3-yl)-1-isoquinolyl]amino]-cyclobutanecarboxylate